N=1C=NN2C1C=CC(=C2)C2CCN(CC2)S(=O)(=O)C2=CC1=C(N=CS1)C=C2 6-((4-([1,2,4]triazolo[1,5-a]pyridin-6-yl)piperidin-1-yl)sulfonyl)benzo[d]thiazole